2-fluoro-2-(p-methylphenyl)-2,3-dihydro-1H-inden-1-one FC1(C(C2=CC=CC=C2C1)=O)C1=CC=C(C=C1)C